Cl.CN(C)S(=O)(=N)C N-methyl-N-(methylsulfonimidoyl)methanamine hydrochloride